C(C)(C)(CC)OOC(C)(C)CC di(tert-amyl)peroxide